CC1(C(C1(C)C)C(=O)OCC1=C(C(=C(C(=C1F)F)COC)F)C)C 4-methoxymethyl-2-methyl-3,5,6-trifluorobenzyl 2,2,3,3-tetramethylcyclopropanecarboxylate